6-(6-ethynyl-5-fluoro-4-methylpyridin-3-yl)-7-methyl-5-(4-((4-methylpyrimidin-2-yl)oxy)phenyl)-7H-pyrrolo[2,3-d]pyrimidin-4-amine C(#C)C1=C(C(=C(C=N1)C1=C(C2=C(N=CN=C2N)N1C)C1=CC=C(C=C1)OC1=NC=CC(=N1)C)C)F